6-acetyl-2-{4-(difluoromethoxy)-2,6-dimethylphenyl}-2,5-dihydro-4H-pyrazolo[3,4-d]pyrimidin-4-one C(C)(=O)C=1NC(C=2C(N1)=NN(C2)C2=C(C=C(C=C2C)OC(F)F)C)=O